2-[4-[2-[[(2S)-1-methylpyrrolidin-2-yl]methoxy]-7-(5-quinolyl)-6,8-dihydro-5H-pyrido[3,4-d]pyrimidin-4-yl]-1-prop-2-enoyl-piperazin-2-yl]acetonitrile CN1[C@@H](CCC1)COC=1N=C(C2=C(N1)CN(CC2)C2=C1C=CC=NC1=CC=C2)N2CC(N(CC2)C(C=C)=O)CC#N